2-bromo-6-methoxy-2-nitrobiphenyl BrC1(C(=C(C=CC1)OC)C1=CC=CC=C1)[N+](=O)[O-]